ClC=1C(=NC=C(C1)NC(=O)NC=1C=NC=2N(C1[C@H](C)OC)N=C(C2)Cl)C(=O)NOCCO (S)-3-chloro-5-(3-(2-chloro-7-(1-methoxyethyl)pyrazolo[1,5-a]pyrimidin-6-yl)ureido)-N-(2-hydroxyethoxy)pyridineamide